OC=1C=C(C=C(C1)O)C(C=CC1=CC=C(C=C1)NC=1C=NC(=NC1)N(C)C)=O 1-(3,5-dihydroxyphenyl)-3-(4-((2-(dimethylamino)pyrimidin-5-yl)amino)phenyl)prop-2-en-1-one